(R)-N-(1-(1-(2-fluoroethyl)azetidin-3-yl)ethyl)-5-(4-(trifluoromethyl)phenoxy)-2-naphthamide FCCN1CC(C1)[C@@H](C)NC(=O)C1=CC2=CC=CC(=C2C=C1)OC1=CC=C(C=C1)C(F)(F)F